2-[(4S)-4-amino-2-oxa-8-azaspiro[4.5]decan-8-yl]-5-(2-ethyl-4-fluoro-2H-indazol-5-yl)-3-methyl-3H,4H,7H-pyrrolo[2,3-d]pyrimidin-4-one N[C@@H]1COCC12CCN(CC2)C=2N(C(C1=C(N2)NC=C1C1=C(C2=CN(N=C2C=C1)CC)F)=O)C